3-(trifluoromethyl)-5-((R)-3-(((2R,3R,4R,5s)-3,4,5-tris(benzyloxy)-2-methylpiperidin-1-yl)methyl)pyrrolidin-1-yl)pyridine FC(C=1C=NC=C(C1)N1C[C@H](CC1)CN1[C@@H]([C@H]([C@@H]([C@H](C1)OCC1=CC=CC=C1)OCC1=CC=CC=C1)OCC1=CC=CC=C1)C)(F)F